5,6-bis(2,4,6-trinitrophenyl)-1H-benzimidazole-1-carboxylic acid methyl ester COC(=O)N1C=NC2=C1C=C(C(=C2)C2=C(C=C(C=C2[N+](=O)[O-])[N+](=O)[O-])[N+](=O)[O-])C2=C(C=C(C=C2[N+](=O)[O-])[N+](=O)[O-])[N+](=O)[O-]